C(C)OC(=O)C1=C(N(C(=C(C1C1=C(C=C(C(=C1)OC)OC)[N+](=O)[O-])C(=O)OCC)C)C)C N-methyl-2,6-dimethyl-4-(4,5-dimethoxy-2-nitrophenyl)-1,4-dihydropyridine-3,5-dicarboxylic acid diethyl ester